FC(C=1NN2C(N=C3C=CC=CC3=C2N1)=O)(F)F 2-trifluoromethyl-1,2,4-triazolo[1,5-c]quinazolin-5-one